O[C@@H]1C[C@H](N(C1)C(=O)OC(C)(C)C)C(=O)[O-] tert-butyl (2S,4R)-4-hydroxy-1,2-pyrrolidinedicarboxylate